N1C=CC2=C1C=NC=C2C(=O)O 1H-pyrrolo[2,3-c]pyridine-4-carboxylic acid